tert-butyl (3S)-3-[[4-[7-[3-(2-ethylhexoxy)-3-oxo-propyl]sulfanyl-1-(2-trimethylsilylethoxymethyl)indol-3-yl]-5-vinyl-pyrimidin-2-yl]amino]piperidine-1-carboxylate C(C)C(COC(CCSC=1C=CC=C2C(=CN(C12)COCC[Si](C)(C)C)C1=NC(=NC=C1C=C)N[C@@H]1CN(CCC1)C(=O)OC(C)(C)C)=O)CCCC